tert-butyl N-[(1S)-1'-(7-bromo-6-methyl-pyrazolo[1,5-a]pyrazin-4-yl)-4,6-difluoro-spiro[indane-2,4'-piperidine]-1-yl]carbamate BrC1=C(N=C(C=2N1N=CC2)N2CCC1(CC2)[C@@H](C2=CC(=CC(=C2C1)F)F)NC(OC(C)(C)C)=O)C